melamine, sodium salt [Na].N1=C(N)N=C(N)N=C1N